N(=O)O.C(C)(C)NC(C)C Diisopropyl-amine nitrite